4-trifluoromethyl-2-chloro-benzaldehyde FC(C1=CC(=C(C=O)C=C1)Cl)(F)F